NCCCCCCCNC=1C(=C(C(=O)NC=2N=NC(=CC2)C)C=CC1)C 3-((7-aminoheptyl)amino)-2-methyl-N-(6-methylpyridazin-3-yl)benzamide